bis(4-(bromomethyl) phenyl) sulfide BrCC1=CC=C(C=C1)SC1=CC=C(C=C1)CBr